5-[4-([[(2R,3S)-3-[(tert-butoxycarbonyl)amino]-5-carbamoylpentan-2-yl]oxy]methyl)phenyl]pentanoic acid C(C)(C)(C)OC(=O)N[C@H]([C@@H](C)OCC1=CC=C(C=C1)CCCCC(=O)O)CCC(N)=O